CC(CCCCCC#N)(COC1OCCCC1)C 7,7-dimethyl-8-((tetrahydro-2H-pyran-2-yl)oxy)octanenitrile